C[C@@H]1CN(CCC1)CC1=CC=C2CNC(C2=C1)=O (S)-6-((3-methylpiperidin-1-yl)methyl)isoindolin-1-one